C(#N)C1=CC=2N(N=C1)C(=CC2)C2=CC(=C(C=N2)C2=NN=C(S2)C2CC(C2)CNC(C)=O)NC(C)C N-(((1s,3s)-3-(5-(6-(3-cyanopyrrolo[1,2-b]pyridazin-7-yl)-4-(isopropylamino)pyridin-3-yl)-1,3,4-thiadiazol-2-yl)cyclobutyl)methyl)acetamide